C(C)(C)OC1=C(C#N)C=C(C=C1)C1=NC=C2C(=N1)NNC2=O 2-isopropoxy-5-(3-oxo-2,3-dihydro-1H-pyrazolo[3,4-d]pyrimidin-6-yl)benzonitrile